N-(4-Cyano-2-methylphenyl)-3-(4-cyano-3-(trifluoromethyl)phenyl)-2-(trifluoromethyl)oxazolidin-5-carboxamid C(#N)C1=CC(=C(C=C1)NC(=O)C1CN(C(O1)C(F)(F)F)C1=CC(=C(C=C1)C#N)C(F)(F)F)C